C(C)OCC bisEthyl ether